(Z)-ethyl 2-(ethoxymethylene)-3-oxo-4-phenylbutanoate C(C)O\C=C(/C(=O)OCC)\C(CC1=CC=CC=C1)=O